(R)-1-(tert-butyldimethylsilyloxy)propan-2-amine [Si](C)(C)(C(C)(C)C)OC[C@@H](C)N